Isodecyl Palmitate (2,6-Dimethyloctan-1-yl palmitate) CC(CC(C(=O)O)CCCCCCCCCCCCCC)CCCC(CC)C.C(CCCCCCCCCCCCCCC)(=O)OCCCCCCCC(C)C